(R)-6-(((6-fluoro-5-(1-(2-fluorophenyl)ethyl)-1,1-dioxido-4H-benzo[e][1,2,4]thiadiazin-3-yl)amino)methyl)pyridin-2(1H)-one FC=1C=CC2=C(NC(=NS2(=O)=O)NCC2=CC=CC(N2)=O)C1[C@H](C)C1=C(C=CC=C1)F